4-((2,4-diamino-pyrimidin-5-yl)oxy)-5-iso-propyl-N,N-dimethyl-pyridine-2-sulfonamide NC1=NC=C(C(=N1)N)OC1=CC(=NC=C1C(C)C)S(=O)(=O)N(C)C